1-((2S,5R)-5-(4-chloro-6-(6-methylpyrazin-2-yl)pyrimidin-2-yl)-2-methylpiperidin-1-yl)ethan-1-one ClC1=NC(=NC(=C1)C1=NC(=CN=C1)C)[C@@H]1CC[C@@H](N(C1)C(C)=O)C